ethyl 2-(4-(6-bromohexanamido)piperidin-1-yl)thiazole-4-carboxylate BrCCCCCC(=O)NC1CCN(CC1)C=1SC=C(N1)C(=O)OCC